ClC=1C=C(C=CC1C=1N(C2=NC=NC(=C2N1)OC1(CC1)C)CC1=NC=CC(=C1)C)CC(=O)NCC(F)F 2-(3-chloro-4-(6-(1-methylcyclopropoxy)-9-((4-methylpyridin-2-yl)methyl)-9H-purin-8-yl)phenyl)-N-(2,2-difluoroethyl)acetamide